1,6-bis(N,N'-dibenzylthiocarbamoyl-dithio)hexane C(C1=CC=CC=C1)N(C(=S)SSCCCCCCSSC(N(CC1=CC=CC=C1)CC1=CC=CC=C1)=S)CC1=CC=CC=C1